3-bromo-9H-xanthene-9-one BrC=1C=CC=2C(C3=CC=CC=C3OC2C1)=O